methyl ((3S,5R,8R,9S,10S,13R,17S)-10,13-dimethyl-17-(5-oxo-2,5-dihydrofuran-3-yl)-2,3,4,5,6,7,8,9,10,11,12,13,16,17-tetradecahydro-1H-cyclopenta[a]phenanthren-3-yl)(methyl)carbamate C[C@]12[C@H]3CC[C@@]4([C@H](CC=C4[C@@H]3CC[C@@H]2C[C@H](CC1)N(C(OC)=O)C)C=1COC(C1)=O)C